FC1(CC[C@@H](OC1)C(=O)O[C@H]1C(OCC1(C)C)=O)F [(3R)-4,4-Dimethyl-2-oxotetrahydrofuran-3-yl] (2R)-5,5-difluorotetrahydropyran-2-carboxylate